C1(CC(C1)C(=O)O)C(=O)O.C(C)(C)(C)N1CC(C=CC=C1)(NC1=C2C(=NC=C1[N+](=O)[O-])N(C=C2)S(=O)(=O)C2=CC=CC=C2)CC 1-(tert-Butyl)3-ethyl-3-((5-nitro-1-(phenylsulfonyl)-1H-pyrrolo[2,3-b]pyridin-4-yl)amino)azepine Cyclobutane-1,3-dicarboxylate